ClCC1=NC=NN1 5-chloromethyl-1,2,4-triazole